Fmoc-amino-monoethylene glycol C(=O)(OCC1C2=CC=CC=C2C2=CC=CC=C12)C(CO)(N)O